N-benzyl-cyclobutylamine C(C1=CC=CC=C1)NC1CCC1